(R)-3-(5-(2-((S)-7-methyl-5,6,7,8-tetrahydro-1,8-naphthyridin-2-yl)ethoxy)-1H-indazol-1-yl)-3-(2-methylpyrimidin-5-yl)propionic acid C[C@H]1CCC=2C=CC(=NC2N1)CCOC=1C=C2C=NN(C2=CC1)[C@H](CC(=O)O)C=1C=NC(=NC1)C